5-(1-naphthylimino)-3-heptanone C1(=CC=CC2=CC=CC=C12)N=C(CC(CC)=O)CC